octa-2,6-diene CC=CCCC=CC